N-[Cis-(7RS,9SR)-3-cyclopropyl-5-(2-methylpropylsulfamoyl)-9-(pyridin-3-ylamino)-8,9-dihydro-7H-cyclopenta[h]isochinolin-7-yl]pyridin-3-carboxamid C1(CC1)C=1N=CC2=C3C(=CC(=C2C1)S(NCC(C)C)(=O)=O)[C@@H](C[C@@H]3NC=3C=NC=CC3)NC(=O)C=3C=NC=CC3 |r|